N[C@@H]1[C@H](OCCC1)C1=C(C2=NC(=CC(=C2S1)NCC1=CC=NC=C1)Cl)Br 2-((2S,3S)-3-aminotetrahydro-2H-pyran-2-yl)-3-bromo-5-chloro-N-(pyridin-4-ylmethyl)thieno[3,2-b]pyridin-7-amine